[Sn]=O.[W].[Ni] nickel-tungsten-tin oxide